3-(5-(difluoromethyl)-1,3,4-thiadiazol-2-yl)-8-(1,1-dioxidothiomorpholino)-N-(1-methylcyclopropyl)imidazo[1,5-a]pyridine-6-sulfonamide FC(C1=NN=C(S1)C1=NC=C2N1C=C(C=C2N2CCS(CC2)(=O)=O)S(=O)(=O)NC2(CC2)C)F